5-Chloro-2-cycloheptyl-4,6-dimethyl-N-(2-sulfamoylpyridin-4-yl)nicotinamide ClC=1C(=NC(=C(C(=O)NC2=CC(=NC=C2)S(N)(=O)=O)C1C)C1CCCCCC1)C